4-pyrrolidinyl-benzoyl-diphenyl-phosphine oxide N1(CCCC1)C1=CC=C(C(=O)P(C2=CC=CC=C2)(C2=CC=CC=C2)=O)C=C1